NC1=C(C=C(C=C1)C=1C(N(C2=NC(=CC=C2C1)OCC(F)(F)F)C1=CC=C(C=C1)OC)=O)NC 3-[4-amino-3-(methylamino)phenyl]-1-(4-methoxyphenyl)-7-(2,2,2-trifluoroethoxy)-1,2-dihydro-1,8-naphthyridin-2-one